BrC=1C=C(C=C(C1)SC1=CC=CC=C1)N1C2=CC=CC=C2SC=2C=CC=CC12 10-(3-bromo-5-(phenylthio)phenyl)-10H-phenothiazine